3-chromone O1CC(CC2=CC=CC=C12)=O